Methyl 5-amino-2-bromo-3-fluorobenzoate NC=1C=C(C(=C(C(=O)OC)C1)Br)F